C1(CC1)C1=C(C=CC=C1)C1=CC(=C(C=C1)C1CN(CC1)C(=O)C=1N=CSC1)CO (3-(2'-cyclopropyl-3-(hydroxymethyl)biphenyl-4-yl)pyrrolidin-1-yl)(thiazol-4-yl)methanone